ClC1=C(C(=C(C=C1)NC=1N(C2=NC(=NC=C2N1)N[C@H]1C[C@H](CCCC1)O)C1CCC(CC1)C(=O)N)F)F (1S,4s)-4-(8-(4-chloro-2,3-difluorophenylamino)-2-((1R,3S)-3-hydroxycycloheptylamino)-9H-purin-9-yl)cyclohexanecarboxamide